C=1(C(=CC(=C(C1[2H])[2H])[2H])[2H])C1=C(C(=C(C(=C1[2H])[2H])C1=C(C(=C(C(=C1[2H])[2H])[2H])[2H])[2H])[2H])[2H] 1,1':4',1''-terphenyl-2,4,5,6,2',3',5',6',2'',3'',4'',5'',6''-d13